NC=1N=C(C(=NC1)C#CC1CC2(CN(C2)C(=O)OC(C)(C)C)C1)Cl tert-butyl 6-((5-amino-3-chloropyrazin-2-yl)ethynyl)-2-azaspiro[3.3]heptane-2-carboxylate